C(C)(C)[C@@H]1P([C@H](CC1)C(C)C)C1=C(C=CC=C1)P1[C@H](CC[C@@H]1C(C)C)C(C)C (+)-1,2-bis[(2R,5R)-2,5-diisopropylphospholanyl]benzene